N1=C(C=CC=C1)C(C)(C1=NC=CC=C1)C1=CC=CC(=N1)C1=NC(=CC=C1)C1=NC=CC=C1 6-(1,1-di(pyridin-2-yl)ethyl)-2,2':6',2''-terpyridine